C(CCC)C(CCCC(=O)[O-])OC(OCCN(CCOC(OC(CCCC(=O)[O-])CCCC)=O)CCN(CC)CC)=O 5,17-dibutyl-11-(2-(diethylamino)ethyl)-7,15-dioxo-6,8,14,16-tetraoxa-11-azahenicosandioate